BrC1=C(C=C(C(=O)N2CC=3N(C[C@@H]2C)C(N(C3C(=O)N[C@@H](C)C3=CC=C(C=C3)OC)C3=CC=C(C=C3)OC3CC3)=O)C=C1)Cl |&1:12| (6SR)-7-(4-bromo-3-chloro-benzoyl)-2-[4-(cyclopropoxy)phenyl]-N-[(1S)-1-(4-methoxyphenyl)ethyl]-6-methyl-3-oxo-6,8-dihydro-5H-imidazo[1,5-a]pyrazine-1-carboxamide